C1(=CC=CC=C1)C(C1=CC=CC=C1)=NC=1C(=NN2C1CCC1=CC(=CC=C21)F)C2CCN(CC2)C(=O)OC(C)(C)C tert-butyl 4-(3-((diphenylmethylene)amino)-7-fluoro-4,5-dihydropyrazolo[1,5-a]quinolin-2-yl)piperidine-1-carboxylate